ClC=1C(=CC(=NC1)C(F)(F)F)NC1=CC2=C(N(C(N2CCC(C)(C)O)=O)C)C=C1 5-((5-chloro-2-(trifluoromethyl)pyridin-4-yl)amino)-3-(3-hydroxy-3-methylbutyl)-1-methyl-1,3-dihydro-2H-benzo[d]imidazol-2-one